5-chloro-4-nitro-1-((2-(trimethyl-silyl)ethoxy)methyl)-1H-pyrazole ClC1=C(C=NN1COCC[Si](C)(C)C)[N+](=O)[O-]